(2R,3S,4R,5R)-5-((Bis(4-methoxyphenyl)(phenyl)methoxy)methyl)-2-(2,6-dioxo-3,6-dihydropyrimidin-1(2H)-yl)-4-hydroxytetrahydrofuran-3-yl acetate C(C)(=O)O[C@@H]1[C@@H](O[C@@H]([C@H]1O)COC(C1=CC=CC=C1)(C1=CC=C(C=C1)OC)C1=CC=C(C=C1)OC)N1C(NC=CC1=O)=O